tert-butyl(trans-4-(4-hydroxybutyl)cyclohexyl)carbamate C(C)(C)(C)OC(N[C@@H]1CC[C@H](CC1)CCCCO)=O